2,4,6-tribromomethyl-benzene BrCC1=CC(=CC(=C1)CBr)CBr